C(CC)(=O)O.FC1=CC=C(C=C1)C1(CCOC2(CCCC2)C1)CCNCC1=C(C=CC=C1)C1=CC=NC=C1 2-(9-(4-fluorophenyl)-6-oxaspiro[4.5]decan-9-yl)-N-(2-(pyridin-4-yl)benzyl)ethanamine monopropionate